NC1=NC=CC=C1C1=NC=2C(=NC(=CC2)CC)N1C=1C=C2CC[C@@H](C2=CC1)NC(C)=O N-[(1S)-5-[2-(2-aminopyridin-3-yl)-5-ethylimidazo[4,5-b]pyridin-3-yl]-2,3-dihydro-1H-inden-1-yl]acetamide